S1C=NC2=C1C=CC(=C2)NC2=CC=NC1=CC(=C(C=C21)S(=O)(=O)C(C)(C)C)OCCOCCOCCN2C(C1=CC=CC=C1C2=O)=O 2-(2-(2-(2-((4-(Benzo[d]thiazol-5-ylamino)-6-(tert-butylsulfonyl)quinolin-7-yl)oxy)ethoxy)ethoxy)ethyl)isoindoline-1,3-dione